tert-Butyl 4-[4-(3-amino-1H-pyrazol-5-yl)-3-methoxy-phenyl]-3,3-difluoro-piperidine-1-carboxylate NC1=NNC(=C1)C1=C(C=C(C=C1)C1C(CN(CC1)C(=O)OC(C)(C)C)(F)F)OC